benzyl [(3R)-3-({3-[6-(1-hydroxyethyl)pyridin-2-yl]-1-(oxan-2-yl)-1H-indazol-5-yl}oxy)butyl]carbamate OC(C)C1=CC=CC(=N1)C1=NN(C2=CC=C(C=C12)O[C@@H](CCNC(OCC1=CC=CC=C1)=O)C)C1OCCCC1